CN1C(CC(CC1(C)C)OC(C(C(=O)OC1CC(N(C(C1)(C)C)C)(C)C)(CCCC)CC1=CC(=C(C(=C1)C(C)(C)C)O)C(C)(C)C)=O)(C)C bis(1,2,2,6,6-pentamethyl-4-piperidinyl)-2-(3,5-di-tert-butyl-4-hydroxybenzyl)-2-n-butylmalonate